2,5-bistrifluoromethylbenzylboric acid FC(C1=C(COB(O)O)C=C(C=C1)C(F)(F)F)(F)F